N-[(2-amino-6-methyl-imidazo[1,2-a]pyrazin-8-yl)methyl]acetamide NC=1N=C2N(C=C(N=C2CNC(C)=O)C)C1